CN(C1(CCC2(CN(C(N2)=O)C2=NC=C(C=C2)C2=C3CC(NC3=CC=C2)=O)CC1)C1=CC=CC=C1)C cis-8-dimethylamino-3-[5-(2-oxo-1,3-dihydro-indol-4-yl)-pyridin-2-yl]-8-phenyl-1,3-diazaspiro[4.5]decan-2-one